(5s,7s)-7-((1H-pyrazolo[3,4-c]pyridin-1-yl)methyl)-3-(5-(dimethylthiophosphoryl)pyridin-2-yl)-7-methyl-1-oxa-3-azaspiro[4.5]decan-2-one N1(N=CC=2C1=CN=CC2)C[C@@]2(C[C@]1(CN(C(O1)=O)C1=NC=C(C=C1)P(=S)(C)C)CCC2)C